C[C@@H](CNC(OC(C)(C)C)=O)CCC#C tert-butyl N-[(2R)-2-methylhex-5-ynyl]carbamate